N1S(NC[C@@]12CN(CCC2)C(=O)OCC2=CC=CC=C2)(=O)=O |r| Racemic-benzyl 2-thia-1,3,7-triazaspiro[4.5]decane-7-carboxylate 2,2-dioxide